C(CCCCCCCC=CC=CC=CCCCC)(=O)OCCCCCCCCCCCCCCCC Hexadecan-1-yl Eleostearate